1-N'-(4-fluorophenyl)-1-N-[4-[7-(1-prop-2-ylpyrazol-4-yl)quinolin-4-yl]Oxyphenyl]Cyclopropane-1,1-dicarboxamide hydrochloride Cl.FC1=CC=C(C=C1)NC(=O)C1(CC1)C(=O)NC1=CC=C(C=C1)OC1=CC=NC2=CC(=CC=C12)C=1C=NN(C1)C(C)C